ClC=1C=C2C(=NC(=NC2=CC1C1=CC=CC=2CCCCC12)OCC12CCCN2CCC1)N1[C@H](CN(CC1)C(C=C)=O)C (S)-1-(4-(6-chloro-2-((tetrahydro-1H-pyrrolizin-7a(5H)-yl)methoxy)-7-(5,6,7,8-tetrahydronaphthalen-1-yl)quinazolin-4-yl)-3-methylpiperazin-1-yl)prop-2-en-1-one